OC1(C[C@H](NC1)C(=O)OC)C(=O)OC dimethyl (2S)-4-hydroxypyrrolidine-2,4-dicarboxylate